4-Chloro-7-Methyl-7H-pyrrolo[2,3-d]pyrimidine ClC=1C2=C(N=CN1)N(C=C2)C